C(C1=CC=CC=C1)N1N=CC(=C1)C=1C=NC=2CCN(CC2C1)C=1C(=C(C=2N(N1)C=NN2)C)C 3-(1-benzylpyrazol-4-yl)-6-(7,8-dimethyl-[1,2,4]triazolo[4,3-b]pyridazin-6-yl)-7,8-dihydro-5H-1,6-naphthyridine